ClC1=C(C=C2C=C(N=CC2=C1)NC(=O)C1CC12CC(C2)OCC)C2CCN(CC2)[C@@]2(COC[C@@H]2F)C N-(7-chloro-6-(1-((3R,4R)-4-fluoro-3-methyltetrahydrofuran-3-yl)piperidin-4-yl)isoquinolin-3-yl)-5-ethoxyspiro[2.3]hexane-1-carboxamide